2-Di-t-butylphosphino-1,1'-binaphthyl C(C)(C)(C)P(C1=C(C2=CC=CC=C2C=C1)C1=CC=CC2=CC=CC=C12)C(C)(C)C